CCCCC/C=C\\C/C=C\\C=C\\C=C\\[C@H]([C@H](CCCC(=O)O)O)SC[C@@H](C(=O)O)N The molecule is a leukotriene that is (7E,9E,11Z,14Z)-icosa-7,9,11,14-tetraenoic acid substituted by a hydroxy group at position 5 (5S) and an L-cystein-S-yl group at position 6 (6R). It is a leukotriene, an amino dicarboxylic acid, a secondary alcohol, a L-cysteine thioether and a non-proteinogenic L-alpha-amino acid. It derives from an icosa-7,9,11,14-tetraenoic acid. It is a conjugate acid of a leukotriene E4(1-).